(2E)-4-(dimethylamino)-1-[2-(4-ethoxyphenyl)-3-(pyridin-4-yl)-6,7-dihydropyrazolo[1,5-a]pyrazin-5(4H)-yl]but-2-en-1-one CN(C/C=C/C(=O)N1CC=2N(CC1)N=C(C2C2=CC=NC=C2)C2=CC=C(C=C2)OCC)C